N-(p-cyanophenyl)quinolinium C(#N)C1=CC=C(C=C1)[N+]1=CC=CC2=CC=CC=C12